(S)-5-(3H-[1,2,3]triazolo[4,5-b]pyridin-5-yl)-N-(4-(1-cyclopropylethoxy)phenyl)-2-fluorobenzamide N1=NNC2=NC(=CC=C21)C=2C=CC(=C(C(=O)NC1=CC=C(C=C1)O[C@@H](C)C1CC1)C2)F